O[Si](CCCS(=O)(=O)O)(O)O 3-trihydroxysilyl-1-propanesulfonic acid